C(=C)(C)C1=C(C=CC=C1)C(=C)C r-diisopropenylbenzene